styrene bisulfate S(O)(O)(=O)=O.C=CC1=CC=CC=C1